C(C1=CC=CC=C1)C1OCC(O1)CO (2-benzyl-1,3-dioxolan-4-yl)methanol